C1CC12NCCC(C2)N2N=C1C(=CC(=CC1=C2)C2=NN1C(C(=NC(=C1)C)C)=C2)F 2-[2-(4-azaspiro[2.5]octan-7-yl)-7-fluoro-indazol-5-yl]-4,6-dimethyl-pyrazolo[1,5-a]pyrazine